1-methyl-5-(((tetrahydro-2H-pyran-2-yl)oxy)methyl)-1H-1,2,3-triazol CN1N=NC=C1COC1OCCCC1